ClC=1C=C(C(=NC1)C1(C=C(C(C(C1)(C)C)=O)C#N)OC)C(F)F 3-[5-chloro-3-(difluoromethyl)pyridin-2-yl]-3-methoxy-5,5-dimethyl-6-oxocyclohex-1-ene-1-carbonitrile